N,N-dimethyl-N-hydroxyethyl-ammonium bromide [Br-].C[NH+](CCO)C